C1(CC1)OC=1C=2N(C=C(N1)C(=O)O)C=C(N2)C2CC2 8-cyclopropoxy-2-cyclopropylimidazo[1,2-a]pyrazine-6-carboxylic acid